hexa(methoxymethyl)-melamine COCN(C1=NC(=NC(=N1)N(COC)COC)N(COC)COC)COC